3-(4-bromo-2-methylphenyl)-4-methyl-1H-benzimidazol-2-one BrC1=CC(=C(C=C1)N1C(NC2=C1C(=CC=C2)C)=O)C